4-(1-Octyn-1-yl)benzaldehyde C(#CCCCCCC)C1=CC=C(C=O)C=C1